(R)-1-(benzofuran-6-yl)-N-methylpropan-2-amine hydrochloride Cl.O1C=CC2=C1C=C(C=C2)C[C@@H](C)NC